7-trifluoromethoxyoxoindole FC(OC1=CC=CC2=CC(N=C12)=O)(F)F